7-(5-chloro-2-(4-chloro-1H-1,2,3-triazol-1-yl)phenyl)-4-(4-methoxybenzyl)-2,3-dihydrofuro[3,2-b]pyridin-5(4H)-one ClC=1C=CC(=C(C1)C=1C2=C(N(C(C1)=O)CC1=CC=C(C=C1)OC)CCO2)N2N=NC(=C2)Cl